methyl 5-(pyrazol-1-yl)naphthalene-2-carboxylate N1(N=CC=C1)C1=C2C=CC(=CC2=CC=C1)C(=O)OC